methylerythritol COC[C@@H]([C@@H](CO)O)O